1-oxo-2-(2,6-dioxopiperidin-3-yl)-7-aminoisoindoline O=C1N(CC2=CC=CC(=C12)N)C1C(NC(CC1)=O)=O